FC1=C(C=CC=C1)[C@H](C)N1C(CCC2=CC(=CC=C12)[N+](=O)[O-])=O 1-[(1S)-1-(2-fluorophenyl)ethyl]-6-nitro-3,4-dihydroquinolin-2-one